5'-chloro-7'-(thieno[2,3-d]pyrimidin-4-ylamino)spiro[cyclopentane-1,2'-pyrido[2,1-f][1,2,4]triazine]-4',8'(1'H,3'H)-dione hydrochloride Cl.ClC=1C=C(C(N2NC3(NC(C21)=O)CCCC3)=O)NC=3C2=C(N=CN3)SC=C2